1-(5-((4-(2-methylthieno[2,3-d]pyrimidin-4-yl)-3,6-dihydropyridin-1(2H)-yl)methyl)-1-oxoisoindolin-2-yl)dihydropyrimidine-2,4(1H,3H)-dione CC=1N=C(C2=C(N1)SC=C2)C=2CCN(CC2)CC=2C=C1CN(C(C1=CC2)=O)N2C(NC(CC2)=O)=O